2-(((1R)-1-(2-cyano-3-(6,6-difluoro-3-azabicyclo[3.1.1]heptan-3-yl)-7-methylquinoxalin-5-yl)ethyl)amino)-benzoic acid C(#N)C1=NC2=CC(=CC(=C2N=C1N1CC2C(C(C1)C2)(F)F)[C@@H](C)NC2=C(C(=O)O)C=CC=C2)C